3-pyridyldithiopropionic acid CC(C1=CN=CC=C1)C(=S)S